CC1=CC=C(C=C1)[C@@H](C)CC(=O)C=C(C)C The molecule is a sesquiterpenoid that is 2-methylhept-2-en-4-one substituted by a 4-methylphenyl group at position 6. It has been isolated from Peltophorum dasyrachis. It has a role as an EC 3.1.1.7 (acetylcholinesterase) inhibitor and a plant metabolite. It is a sesquiterpenoid and an enone.